5-chloro-3-iodopyridin-2-amine ClC=1C=C(C(=NC1)N)I